4-(methoxymethyl)tetrahydro-2H-pyran-4-amine Hydrochloride Cl.COCC1(CCOCC1)N